3-((5-fluoro-4-(3-(3-oxomorpholino)phenyl)pyrimidin-2-yl)amino)cyclohexane-1-carboxylic acid FC=1C(=NC(=NC1)NC1CC(CCC1)C(=O)O)C1=CC(=CC=C1)N1C(COCC1)=O